C1(CC1)NC1=NC=CC(=N1)O[C@@H]1CN(CC1)CC(=O)NC=1C(=CC=C2C(=CNC12)C1=NC(=NC=C1C)NC1=NN(C(=C1)C)C)F (S)-2-(3-((2-(cyclopropylamino)pyrimidin-4-yl)oxy)pyrrolidin-1-yl)-N-(3-(2-((1,5-dimethyl-1H-pyrazol-3-yl)amino)-5-methylpyrimidin-4-yl)-6-fluoro-1H-indol-7-yl)acetamide